FC(C1=C(OC=2C=C3CCCC(C3=CC2)CNC=2C=NC=CC2C(=O)O)C=CC=C1)(F)F 3-[({6-[2-(trifluoromethyl)phenoxy]-1,2,3,4-tetrahydronaphthalen-1-yl}methyl)amino]pyridine-4-carboxylic acid